isopropylborate-pinacol OC(C)(C)C(C)(C)O.C(C)(C)OB(O)O